1-acetyl-5-bromo-2-fluoro-3-(methoxymethoxy)benzene C(C)(=O)C1=C(C(=CC(=C1)Br)OCOC)F